(E)-3-(difluoromethyl)-1-methyl-N-(3'-(phenoxymethyl)-[1,1'-biphenyl]-2-yl)-1H-pyrazole-4-carboxamide FC(C1=NN(C=C1C(=O)NC1=C(C=CC=C1)C1=CC(=CC=C1)COC1=CC=CC=C1)C)F